N-phenyl-N-(4-piperidyl)propionamide C1(=CC=CC=C1)N(C(CC)=O)C1CCNCC1